C(C1=CC=CC=C1)NC(N(C1=CC=C(C=C1)C1=NC=CN=C1)[C@@H]1CC[C@H](CC1)NC1=NC=C(C=C1)C#N)=O 3-benzyl-1-(trans-4-((5-cyanopyridin-2-yl)amino)cyclohexyl)-1-(4-(pyrazin-2-yl)phenyl)urea